trifluoromethyl acetate C(C)(=O)OC(F)(F)F